1-{2-fluoro-4-methyl-5-[(2,2,2-trifluoroethyl)sulfanyl]phenyl}thiourea FC1=C(C=C(C(=C1)C)SCC(F)(F)F)NC(=S)N